FC=1C=C(C=C(C1I)F)C1OCC(CO1)CCCCC 2-(3,5-difluoro-4-iodophenyl)-5-pentyl-1,3-dioxane